[Co].C(C(C)C)NC(C1=CC=CC=C1)=O N-Isobutyl-Benzamide cobalt